2-methylsulfonylamino-1,4-butanediol CS(=O)(=O)NC(CO)CCO